COC(C1=C(C(=C(C=C1)OCC)OCC)OCC)=O triethoxybenzoic acid methyl ester